C1(CC1)C=1C(=NC2=CC=C(C=C2C1C#N)F)C1CCOCC1 3-cyclopropyl-6-fluoro-2-tetrahydropyran-4-yl-quinoline-4-carbonitrile